C(C=C(C)C)(=O)OCCCCCC hexyl senecioate